C(CCCCCCCCC)C(OC(OCCN(CCN(CC)CC)C(C)C)=O)CCCCCCCCC(=O)OCC(CCCCCC)CCCC 2-butyloctyl 12-decyl-3-ethyl-6-isopropyl-10-oxo-9,11-dioxa-3,6-diaza-heneicosane-21-oate